ClC1=NN(C2=C1N=C(N=C2)Cl)COCC[Si](C)(C)C 3,5-dichloro-1-((2-(trimethylsilyl)ethoxy)methyl)-1H-pyrazolo[4,3-d]pyrimidine